1-(4-(5-chloro-2-((2-methoxy-4-(morpholine-4-carbonyl)phenyl)amino)pyrimidin-4-yl)-1H-pyrazol-1-yl)ethan-1-one ClC=1C(=NC(=NC1)NC1=C(C=C(C=C1)C(=O)N1CCOCC1)OC)C=1C=NN(C1)C(C)=O